C1(CC1)C1=NC2=C(N1C)C=C(C=C2NCCN2CCOCC2)C2=CC=C(C=C2)N2CCN(CC2)C(C)C 2-cyclopropyl-6-(4-(4-isopropylpiperazin-1-yl)phenyl)-1-methyl-N-(2-morpholinoethyl)-1H-benzo[d]imidazol-4-amine